hexa(4-formylphenyl)benzene C(=O)C1=CC=C(C=C1)C1=C(C(=C(C(=C1C1=CC=C(C=C1)C=O)C1=CC=C(C=C1)C=O)C1=CC=C(C=C1)C=O)C1=CC=C(C=C1)C=O)C1=CC=C(C=C1)C=O